[N+](=O)([O-])C=1C=CC(=C(C1)N1N=CC=N1)C(F)(F)F 2-(5-nitro-2-(trifluoromethyl)phenyl)-2H-1,2,3-triazole